NICKEL-COBALT-MANGANESE-SODIUM [Na].[Mn].[Co].[Ni]